N-(4-((2-((1s,4s)-1-(fluoromethyl)-2-oxabicyclo[2.1.1]hexan-4-yl)-6-methylpyrimidin-4-yl)amino)-5-(1-methyl-1H-pyrazol-3-yl)pyridin-2-yl)acetamide FCC12OCC(C1)(C2)C2=NC(=CC(=N2)NC2=CC(=NC=C2C2=NN(C=C2)C)NC(C)=O)C